ClC1=CC(=NC(=C1)N1[C@@H](CCC1)CC)NC1=CC(=C(C(=O)O)C=C1)C (R)-4-(4-chloro-6-(2-ethylpyrrolidin-1-yl)pyridinylamino)-2-methylbenzoic acid